tert-butyl (3S,4R)-4-(4-fluorophenyl)-3-(hydroxymethyl)piperidine-1-carboxylate FC1=CC=C(C=C1)[C@H]1[C@@H](CN(CC1)C(=O)OC(C)(C)C)CO